N-((1R)-1-(4-chloro-3-fluorophenyl)ethyl)-1-(((3S)-1-((3-cyano-1-azetidinyl)sulfonyl)-3-piperidinyl)carbonyl)-D-prolinamide ClC1=C(C=C(C=C1)[C@@H](C)NC([C@@H]1N(CCC1)C(=O)[C@@H]1CN(CCC1)S(=O)(=O)N1CC(C1)C#N)=O)F